FC1=CC=C(C(=O)N[C@H](C)C=2N=C3[C@H]4[C@@H](CN(C3=CC2)C(=O)OC2CC2)C4)C=C1 cyclopropyl (6aS,7aR)-2-((R)-1-(4-fluorobenzamido)ethyl)-6,6a,7,7a-tetrahydro-5H-cyclopropa[c][1,5]naphthyridine-5-carboxylate